6-bromo-2,4-dimethylphthalazin-1-one BrC=1C=C2C(=NN(C(C2=CC1)=O)C)C